FC1=CC=C(C=C1)C=1C=C2C(=NC1NCC1CCOCC1)CN(C2)C#N (4-fluorophenyl)-2-(((tetrahydro-2H-pyran-4-yl)methyl)amino)-5,7-dihydro-6H-pyrrolo[3,4-b]pyridine-6-carbonitrile